2-(6-Chloro-1,2,3,4-tetrahydroisoquinolin-8-yl)pyrrolidine-1-carboxylate ClC=1C=C2CCNCC2=C(C1)C1N(CCC1)C(=O)[O-]